2-(3-bromo-4-fluorobenzyl)-3-(2-fluorophenyl)-4,6-dihydropyrrolo[3,4-c]pyrazole-5(2H)-carboxylic acid tert-butyl ester C(C)(C)(C)OC(=O)N1CC2=NN(C(=C2C1)C1=C(C=CC=C1)F)CC1=CC(=C(C=C1)F)Br